methylenebis[2-[(2,4-dihydroxy-3-methylphenyl)methyl]-3,6-dimethylphenol] C(C1=C(C(=C(C(=C1)C)O)CC1=C(C(=C(C=C1)O)C)O)C)C1=C(C(=C(C(=C1)C)O)CC1=C(C(=C(C=C1)O)C)O)C